4-fluoro-N-{phenyl[4-(propan-2-yl)phenyl]methyl}-1-[2-(1H-1,2,3,4-tetrazol-1-yl)propanoyl]pyrrolidine-2-carboxamide FC1CC(N(C1)C(C(C)N1N=NN=C1)=O)C(=O)NC(C1=CC=C(C=C1)C(C)C)C1=CC=CC=C1